C(CC)O[Si](Cl)(OCCC)OCCC tri-n-propoxychlorosilane